ClC1=NC(=NC(=C1)Cl)C=1C=CC=NC1 5-(4,6-dichloropyrimidin-2-yl)pyridine